O1COC2=C1C=CC(=C2)[C@H](C)N2CCN(CC2)C2=NC=C(C(=O)[O-])C=C2.[Li+] Lithium (S)-6-(4-(1-(benzo[d][1,3]dioxol-5-yl)ethyl)piperazin-1-yl)nicotinate